2-Thioxo-1-(2-((trans)-4-(trifluoromethyl)piperidin-2-yl)benzyl)-1,2,3,5-tetrahydro-4H-pyrrolo[3,2-d]pyrimidin-4-one S=C1NC(C2=C(N1CC1=C(C=CC=C1)[C@@H]1NCC[C@H](C1)C(F)(F)F)C=CN2)=O